5-(2-((3-(4-methylpiperazin-1-yl)phenyl)amino)-7H-pyrrolo[2,3-d]pyrimidin-5-yl)-N-(pyridin-3-yl)pyrazolo[1,5-a]pyridine-3-carboxamide CN1CCN(CC1)C=1C=C(C=CC1)NC=1N=CC2=C(N1)NC=C2C2=CC=1N(C=C2)N=CC1C(=O)NC=1C=NC=CC1